6-ethylidenebicyclo[2.2.1]hept-2-yl propan-2-yl ether CC(C)OC1C2C(CC(C1)C2)=CC